FC(S(=O)(=O)OC1=C(C=CC=C1)C1=C(C=CC=C1C)OCC1=CC=CC=C1)(F)F (-)-2'-(Benzyloxy)-6'-methyl-[1,1'-biphenyl]-2-yl trifluoromethanesulfonate